3-deaza-2'-O-[2-methylamino-2-oxoethyl]adenosine CNC(CO[C@H]1[C@@H](O[C@@H]([C@H]1O)CO)N1C=NC=2C(N)=NC=CC12)=O